(R)-4-(3-(4-acryloylmorpholin-3-yl)-5-chlorophenyl)-1,3-dihydro-2H-imidazol-2-one C(C=C)(=O)N1[C@@H](COCC1)C=1C=C(C=C(C1)Cl)C=1NC(NC1)=O